2-Acryloyloxyethyl-2-hydroxyethyl-phthalic acid C(C=C)(=O)OCCC=1C(=C(C(C(=O)O)=CC1)C(=O)O)CCO